4-[[(7R)-8-cyclopentyl-7-ethyl-5-methyl-6-oxo-7H-pteridin-2-yl]amino]-3-methoxy-N-[3-[4-[3-(4-piperidyloxy)propyl]piperazin-1-yl]propyl]benzamide C1(CCCC1)N1[C@@H](C(N(C=2C=NC(=NC12)NC1=C(C=C(C(=O)NCCCN2CCN(CC2)CCCOC2CCNCC2)C=C1)OC)C)=O)CC